4-(6-chlorothieno[3,2-b]pyridin-2-yl)-3,6-dihydro-2H-pyridine-1-carboxylic acid tert-butyl ester C(C)(C)(C)OC(=O)N1CCC(=CC1)C1=CC2=NC=C(C=C2S1)Cl